benzyl-methyl-tributyl-ammonium C(C1=CC=CC=C1)C(CCC)[N+](CCCC)(CCCC)C